C(C)OC(=O)C1CCC(CC1)O 4-Hydroxy-cyclohexanecarboxylic acid ethylester